FC1=CC=C(C=C1)C(N1C[C@@H](N(C[C@H]1C(C)O)C(=O)OC(C)(C)C)C)C1=CC=C(C=C1)F tert-butyl (2S,5S)-4-(bis(4-fluorophenyl)methyl)-5-(1-hydroxyethyl)-2-methylpiperazine-1-carboxylate